C(C1=CC=CC=C1)N1CCN(CC1)CCNC(=O)N1[C@@H](CN(CC1)C1=CC(=C(C(=C1)F)F)F)C (2R)-N-[2-(4-benzylpiperazin-1-yl)ethyl]-2-methyl-4-(3,4,5-trifluorophenyl)piperazine-1-carboxamide